BrC1=NN2C(C=C(C=C2)O)=N1 2-bromo-[1,2,4]triazolo[1,5-a]pyridin-7-ol